2,2-dichlorovaleric acid ClC(C(=O)O)(CCC)Cl